3-[5-(4-fluorophenyl)-6-isopropyl-8-oxo-1H-pyrazolo[4,3-g]Isoquinolin-7-yl]Cyclobutanecarboxylic acid FC1=CC=C(C=C1)C1=C(N(C(C2=CC3=C(C=C12)C=NN3)=O)C3CC(C3)C(=O)O)C(C)C